4-(4-hydroxypyrido[3,4-d]pyrimidin-6-yl)-3-methylpiperazine-1-carboxylic acid tert-butyl ester C(C)(C)(C)OC(=O)N1CC(N(CC1)C1=CC2=C(N=CN=C2O)C=N1)C